C(C)(=O)NC1=CC=CC=2N(C(NC21)=O)C2CCC(CC2)C(=O)NC2=CC(=C(C=C2)C)OC 4-(4-acetamido-2-oxo-2,3-dihydro-1H-1,3-benzodiazol-1-yl)-N-(3-methoxy-4-methylphenyl)cyclohexane-1-carboxamide